phenyl-trimethyl-ammonium 2-ethylhexanoate C(C)C(C(=O)[O-])CCCC.C1(=CC=CC=C1)[N+](C)(C)C